NNC(=S)N amino(thiourea)